N-(3-bromo-2-fluoro-6-(1H-tetrazol-1-yl)benzyl)-1-((6-cyclopropylimidazo[1,2-a]pyridin-2-yl)methyl)-1H-1,2,3-triazole-4-carboxamide BrC=1C(=C(CNC(=O)C=2N=NN(C2)CC=2N=C3N(C=C(C=C3)C3CC3)C2)C(=CC1)N1N=NN=C1)F